F[C@@H]1C[C@H]2CC(CN2C1)=C(C)C (2R,7aR)-2-fluoro-6-(propane-2-ylidene)tetrahydro-1H-pyrrolizine